N-[5-(3-hydroxy-2,6-dimethylphenyl)-2,3-dimethylpyrido[4,3-f]quinoxalin-9-yl]cyclopropanecarboxamide OC=1C(=C(C(=CC1)C)C1=CC2=C(C=3N=C(C(=NC13)C)C)C=C(N=C2)NC(=O)C2CC2)C